hydroxyethyl-trimethylolpropane triacrylate C(C=C)(=O)O.C(C=C)(=O)O.C(C=C)(=O)O.OCCC(C(CO)(CO)CO)C